[2H]C=1C(=NC=CC1NC(=O)[C@@H]1O[C@]([C@H]([C@H]1C1=C(C(=C(C=C1)F)F)OC)C)(C(F)(F)F)C)C(=O)N 3-Deuterio-4-[[(2R,3S,4S,5R)-3-(3,4-difluoro-2-methoxyphenyl)-4,5-dimethyl-5-(trifluoromethyl)tetrahydrofuran-2-carbonyl]amino]pyridin-2-carboxamid